COC(=O)[C@@]1(NS(C2=C1C=C(C=C2)F)(=O)=O)C (R)-5-fluoro-3-methyl-2,3-dihydrobenzo[d]isothiazole-3-carboxylic acid methyl ester 1,1-dioxide